trimethylindium (Iii) C[In](C)C